CC1CNC2=C(C=CC=C2N1C)C 3,4,8-Trimethyl-2,3-dihydro-1H-quinoxaline